N-(6-(4-Isopropylpiperazin-1-yl)pyridin-3-yl)-4-(6-phenylimidazo[1,2-a]pyridin-3-yl)pyrimidin-2-amin C(C)(C)N1CCN(CC1)C1=CC=C(C=N1)NC1=NC=CC(=N1)C1=CN=C2N1C=C(C=C2)C2=CC=CC=C2